NCCCN1CCN(CC1)C(=O)C=1C=C2C=CC(=CC2=CC1)CCNC1=CC=NC2=CC=C(C=C12)C#N 4-[2-[6-[4-(3-aminopropyl)piperazine-1-carbonyl]-2-naphthyl]ethylamino]quinoline-6-carbonitrile